FC(S(=O)(=O)C1=CC=C(C=C1)C1CC2(CNC2)C1)(F)F 6-[4-(trifluoromethylsulfonyl)phenyl]-2-azaspiro[3.3]heptane